[N+](=O)([O-])C1=CC2=C(N=C(N2)NC(=O)[O-])C=C1 5-nitrobenzoimidazole-2-carbamate